ethyl 3-(2,3-dichloro-6-((2-(trimethylsilyl) ethoxy) methoxy) phenyl)-4-nitrobutanoate ClC1=C(C(=CC=C1Cl)OCOCC[Si](C)(C)C)C(CC(=O)OCC)C[N+](=O)[O-]